N-(2-cyclopropyl-5-(2-oxopyrrolidin-1-yl)pyridin-3-yl)-6-(1-(2,2,2-trifluoroethyl)-1H-pyrazol-4-yl)picolinamide C1(CC1)C1=NC=C(C=C1NC(C1=NC(=CC=C1)C=1C=NN(C1)CC(F)(F)F)=O)N1C(CCC1)=O